C(=O)C1=CNC=2N=CN=C(C21)N2C[C@H](N(C[C@@H]2C)C(=O)OC(C)(C)C)C tert-Butyl (2R,5S)-4-(5-formyl-7H-pyrrolo[2,3-d]pyrimidin-4-yl)-2,5-dimethylpiperazine-1-carboxylate